C(C)(C)(C)OC(=O)N1C[C@H](CCC1)C1=CC2=C(N=CN=C2NC2=C(C(=C(C=C2)F)Cl)F)C=N1.ClCC1CO1 1-chloro-2,3-epoxypropane (S)-tert-butyl-3-(4-((3-chloro-2,4-difluorophenyl)amino)pyrido[3,4-d]pyrimidin-6-yl)piperidine-1-carboxylate